COC1=C(C=CC=C1)C1=CN(C2=NC(=CC=C21)NC(NCCN2CCN(CC2)C2COC2)=O)COCC[Si](C)(C)C 3-[3-(2-methoxyphenyl)-1-[[2-(trimethylsilyl)ethoxy]methyl]pyrrolo[2,3-b]pyridin-6-yl]-1-[2-[4-(oxetan-3-yl)piperazin-1-yl]ethyl]urea